OC1=C(C(=O)O)C(=CC(=C1)O)CCC 2,4-dihydroxy-6-propylbenzoic acid